FC(CN1N=C(C=C1C(F)(F)F)C1[C@H]2CC(C[C@@H]12)N1CCC2(CS(C2)(=O)=O)CC1)F 7-((1R,3r,5S,6r)-6-(1-(2,2-difluoroethyl)-5-(trifluoromethyl)-1H-pyrazol-3-yl)bicyclo[3.1.0]hexan-3-yl)-2-thia-7-azaspiro[3.5]nonane 2,2-dioxide